5,6-dichloro-1-(1'-isopropyl-[1,4'-bipiperidin]-4-yl)-3-(2-morpholinoethyl)-1,3-dihydro-2H-benzo[d]imidazol-2-one ClC1=CC2=C(N(C(N2CCN2CCOCC2)=O)C2CCN(CC2)C2CCN(CC2)C(C)C)C=C1Cl